FC1=CC=C(C=C1)C1=NN2C(CO[C@@H](C2)C(F)(F)F)=C1C1=C2C(=NC(=N1)C)NN=C2 (S)-2-(4-Fluorophenyl)-3-(6-methyl-1H-pyrazolo[3,4-d]pyrimidin-4-yl)-6-(trifluoromethyl)-6,7-dihydro-4H-pyrazolo[5,1-c][1,4]oxazine